[Si](C)(C)(C(C)(C)C)OCC1=CC=2C(=C(N=CC2)Cl)O1 2-(((tert-butyldimethylsilyl)oxy)methyl)-7-chlorofuro[2,3-c]pyridine